ClC=1C(=C(CN2[C@@H](C[C@@](CC2)(C(=O)O)CC2=NC(=NC(=C2F)CC)NC2=NNC(=C2)C)CC)C=CC1)F (2R,4R)-1-(3-chloro-2-fluorobenzyl)-2-ethyl-4-((6-ethyl-5-fluoro-2-((5-methyl-1H-pyrazol-3-yl)-amino)pyrimidin-4-yl)methyl)piperidine-4-carboxylic acid